FC1=C(C=C(C=C1)C1=CN=CC(=N1)C1=CC(=CS1)NC(CCCC)=O)O N-(5-(6-(4-fluoro-3-hydroxyphenyl)pyrazin-2-yl)thiophen-3-yl)pentanamide